dispiro[cyclobutane-1,11'-indeno[2,1-a]fluorene-12',1''-cyclobutane] C12(CCC1)C1=CC=CC=C1C=1C2=C2C3(C4=CC=CC=C4C2=CC1)CCC3